C12C=CC(C(C1)CN1CCC3(C(C3)CNC3=NC=C(C=C3)C3=C(C=CC(=C3)F)Cl)CC1)C2 N-[[6-(5-bicyclo[2.2.1]hept-2-enylmethyl)-6-azaspiro[2.5]octan-2-yl]methyl]-5-(2-chloro-5-fluoro-phenyl)pyridin-2-amine